C(C(O)CO)OC(CCCCCCCCCCCCCCC(C)C)=O.C1(CCCCC1)NC(COC1=CC(=C(C(=C1)Cl)CC1=CC(=C(C=C1)O)C(C)C)Cl)=O N-cyclohexyl-2-(3,5-dichloro-4-(4-hydroxy-3-isopropylbenzyl)phenoxy)acetamide glyceryl-Isostearate